C(#N)C1=C(SC=C1C1=CC(=CC=C1)Br)NC(=O)NCCCCN1CCCC1 1-[3-cyano-4-(3-bromophenyl)thiophen-2-yl]-3-[4-(pyrrolidin-1-yl)butyl]urea